FC(N1N=CC(=C1)C1=CC=2C3=C(N=C(NC2C=N1)C1=C(C=CC=C1F)F)C(=NN3)C)F 9-(1-(difluoromethyl)-1H-pyrazol-4-yl)-5-(2,6-difluorophenyl)-3-methyl-1,6-dihydropyrazolo[4,3-d]pyrido[4,3-f][1,3]diazepine